C(C=C)(=O)N1C(CN(CC1)C=1C2=C(N=C(N1)OC[C@H]1N(CCC1)CC)CN(CC2)C2=CC=CC1=CC=CC=C21)CC#N 1-acryloyl-4-(2-(((S)-1-ethylpyrrolidin-2-yl)methoxy)-7-(naphthalen-1-yl)-5,6,7,8-tetrahydropyrido[3,4-d]pyrimidin-4-yl)piperazin-2-yl-acetonitrile